[Li].S1(=O)(=O)CCCC1 sulfolane, lithium salt